methyl 5-bromo-2-[1-(difluoromethyl)cyclopropyl]pyrazole-3-carboxylate BrC=1C=C(N(N1)C1(CC1)C(F)F)C(=O)OC